S1C=C(C=C1)CCN 2-(thiophene-3-yl)ethylamine